COC(=O)C1=NOC(=C1)CBr 5-(bromomethyl)isoxazole-3-carboxylic acid methyl ester